C1(C=CC(N1C=1C=C(OC2=C(C=C(C=C2C)OC2=CC(=CC=C2)N2C(C=CC2=O)=O)C)C=CC1)=O)=O 1,4-bis(3-maleimidophenoxy)-2,6-dimethylbenzene